COC1=C(C=CC=C1)[C@@H](C)O (R)-1-(2'-methoxyphenyl)ethanol